Cl.NC1=CC(=NC=C1OCCCF)NC(C)=O N-(4-amino-5-(3-fluoropropoxy)pyridin-2-yl)acetamide hydrochloride